FC1=CC(=C(C=C1C#C[Si](C)(C)C)N(S(=O)(=O)C)C)[N+](=O)[O-] N-(4-fluoro-2-nitro-5-((trimethylsilyl)ethynyl)phenyl)-N-methylmethanesulfonamide